(2R,6S)-1,2,6-trimethylpiperazine hydrochloride Cl.CN1[C@@H](CNC[C@@H]1C)C